2-(4-bromo-1H-pyrazol-1-yl)-N-methyl-N-(propan-2-yl)propenamide BrC=1C=NN(C1)C(C(=O)N(C(C)C)C)=C